FC[C@@H](N)C1=CC(=CC(=C1)C(F)(F)F)[N+](=O)[O-] (S)-2-fluoro-1-(3-nitro-5-(trifluoromethyl)phenyl)ethan-1-amine